(4aS,8aR)-7-(5-Cyclohexylthiazol-2-yl)-8-oxooctahydro-2,7-naphthyridin C1(CCCCC1)C1=CN=C(S1)N1CC[C@@H]2CCNC[C@@H]2C1=O